(E)-1-(6-chloropyridin-3-yl)ethan-1-one ClC1=CC=C(C=N1)C(C)=O